C1=NC=CC2=CC=C(C=C12)C[C@@H](NC(OCC1=CC=CC=C1)=O)C(NCCCC[C@H](NC(N[C@@H](CCC(=O)OC(C)(C)C)C(=O)OC(C)(C)C)=O)C(=O)OC(C)(C)C)=O tri-tert-butyl (5R,12S,16S)-5-[(isoquinolin-7-yl)methyl]-3,6,14-trioxo-1-phenyl-2-oxa-4,7,13,15-tetraazaoctadecane-12,16,18-tricarboxylate